ClC1=C(C=CC=C1N(C1=CC=CC=C1)C1=CC=CC=C1)N 2-chloro-N3,N3-Diphenylbenzene-1,3-diamine